benzyl 2-hydroxybenzoate (benzyl salicylate) C(C1=CC=CC=C1)OC=1C(C(=O)O)=CC=CC1.OC1=C(C(=O)OCC2=CC=CC=C2)C=CC=C1